O=C1NC2(C3=C1SC(=C3)NC3=CC(=NC=N3)NC(=O)C3COCC3)CCCCC2 N-(6-((6'-oxo-5',6'-dihydrospiro[cyclohexane-1,4'-thieno[2,3-c]pyrrol]-2'-yl)amino)pyrimidin-4-yl)tetrahydrofuran-3-carboxamide